(3Z)-1-bromo-9,9-dimethoxy-3-nonene BrCC\C=C/CCCCC(OC)OC